C1(CCCCC1)OC(=O)NC=1C=C(C=NC1C)C1=CC2=C(N=C(S2)NC(CCCCCOC2=NC=C(C(=O)O)C=C2)=O)C=C1 6-((6-((6-(5-(((cyclohexyloxy)carbonyl)amino)-6-methylpyridin-3-yl)benzo[d]thiazol-2-yl)amino)-6-oxohexyl)oxy)nicotinic acid